(E)-3-(2-methylpyrimidin-4-yl)acrylic acid CC1=NC=CC(=N1)/C=C/C(=O)O